tert-butyl 3-(3-isothiocyanato-5-(trifluoromethyl)phenoxy)azetidine-1-carboxylate N(=C=S)C=1C=C(OC2CN(C2)C(=O)OC(C)(C)C)C=C(C1)C(F)(F)F